N-[(4-tert-butylphenyl)methyl]-3-(3,4-dimethoxyphenyl)-2,5-dimethyl-pyrazolo[1,5-a]pyrimidin-7-amine C(C)(C)(C)C1=CC=C(C=C1)CNC1=CC(=NC=2N1N=C(C2C2=CC(=C(C=C2)OC)OC)C)C